5-(8,11-pentadecdienyl)-1,3-benzenediol C(CCCCCCC=CCC=CCCC)C=1C=C(C=C(C1)O)O